(2'S,7R)-2-chloro-4-methoxy-2'-methyl-spiro[4,5-dihydrothieno[2,3-c]pyran-7,4'-piperidine] ClC1=CC2=C(S1)[C@@]1(C[C@@H](NCC1)C)OCC2OC